(2-fluoro-4-(5-methyl-1-phenyl-1H-1,2,3-triazole-4-carboxamido)phenoxy)-N-(3-morpholinopropyl)pyridinamide FC1=C(OC=2C(=NC=CC2)C(=O)NCCCN2CCOCC2)C=CC(=C1)NC(=O)C=1N=NN(C1C)C1=CC=CC=C1